C(C1=CC=CC=C1)OC1=CC=C(C(=O)NC2=C(C=CC(=C2)C2=NN3C(S2)=NC=C3)OC)C=C1 4-(benzyloxy)-N-(5-{imidazo[2,1-b][1,3,4]thiadiazol-2-yl}-2-methoxyphenyl)benzamide